2-((octadecylamino)methyl)-5-pentadecyl-phenol C(CCCCCCCCCCCCCCCCC)NCC1=C(C=C(C=C1)CCCCCCCCCCCCCCC)O